2-(Trichloromethyl)benzo[4,5]imidazo[1,2-a]pyrimidine ClC(C1=NC=2N(C=C1)C1=C(N2)C=CC=C1)(Cl)Cl